2-(((3R,4S)-1-(4-((5-isopropyl-8-((R)-2-methylazetidin-1-yl)-2,7-naphthyridin-3-yl)amino)pyrimidin-2-yl)-4-methoxypiperidin-3-yl)oxy)ethan-1-ol C(C)(C)C1=C2C=C(N=CC2=C(N=C1)N1[C@@H](CC1)C)NC1=NC(=NC=C1)N1C[C@H]([C@H](CC1)OC)OCCO